2-(3-Amino-3-(hydroxymethyl)pyrrolidin-1-yl)-5-(4-chloro-2-methyl-2H-indazol-5-yl)-3-methyl-3,7-dihydro-4H-pyrrolo[2,3-d]pyrimidin-4-one NC1(CN(CC1)C=1N(C(C2=C(N1)NC=C2C2=C(C1=CN(N=C1C=C2)C)Cl)=O)C)CO